ClC=1C=C(C=CC1F)NC1=NC=NC2=CC(=C(C=C12)NC1=C(C(=C(C(=C1SC)F)F)F)F)O[C@@H]1COCC1 (S)-N4-(3-chloro-4-fluorophenyl)-N6-(2,3,4,5-tetrafluoro-6-(methylthio)phenyl)-7-((tetrahydrofuran-3-yl)oxy)quinazoline-4,6-diamine